C(C)(C)(C)C=1C(=NC=CN1)CCC(=O)NC1=CC=C(C=C1)O 3-(3-(tert-butyl)pyrazine-2-yl)-N-(4-hydroxyphenyl)propionamide